C12C(C3CC(CC(C1)C3)C2)CN2C(C(=CC=C2)NC([C@H](CCC(C(=O)NCC)=O)NC(=O)C2=C(N=NS2)CO)=O)=O (S)-N1-(1-(2-Adamantylmethyl)-2-oxo-1,2-dihydropyridin-3-yl)-N6-ethyl-2-(4-(hydroxymethyl)-1,2,3-thiadiazol-5-carboxamido)-5-oxohexandiamid